N1N=CC=C1C1CN(CCC1)C=1C2=C(N=C(N1)N)CSC2 4-(3-(1H-pyrazol-5-yl)piperidin-1-yl)-5,7-dihydrothieno[3,4-d]pyrimidin-2-amine